4-[(3-chlorophenyl)methyl]-N-[2,5-difluoro-4-(trifluoromethyl)phenyl]-1H-pyrrole-3-sulfonamide ClC=1C=C(C=CC1)CC=1C(=CNC1)S(=O)(=O)NC1=C(C=C(C(=C1)F)C(F)(F)F)F